COC(C1=C(C=C(C=C1)C=1N=C(NC(C1C#N)=O)SCC1=C(C=CC=C1)Cl)OC)=O 4-(2-((2-chlorobenzyl)thio)-5-cyano-6-oxo-1,6-dihydropyrimidin-4-yl)-2-methoxybenzoic acid methyl ester